4-butyl-3-(4-fluorophenyl)-5-methyl-N-(3-morpholinylpropyl)-1-phenyl-4,5-dihydro-1H-pyrazole-5-carboxamide C(CCC)C1C(=NN(C1(C(=O)NCCCN1CCOCC1)C)C1=CC=CC=C1)C1=CC=C(C=C1)F